C1(CC1)C1=NC=CC(=C1)C1=NOC(=N1)[C@H](C)NC(CC1=CC=CC=C1)=O (S)-N-(1-(3-(2-cyclopropylpyridin-4-yl)-1,2,4-oxadiazol-5-yl)ethyl)-2-phenylacetamide